N-(2-chloro-6-methylphenyl)-2-((6-(4-((4-(2,4-dioxotetrahydropyrimidin-1(2H)-yl)-2-fluorobenzyl)(methyl)amino)piperidin-1-yl)-2-methylpyrimidin-4-yl)amino)thiazole-5-carboxamide ClC1=C(C(=CC=C1)C)NC(=O)C1=CN=C(S1)NC1=NC(=NC(=C1)N1CCC(CC1)N(C)CC1=C(C=C(C=C1)N1C(NC(CC1)=O)=O)F)C